C(C1=CC=CC=C1)N1N=C(C(N(C1=O)CC1=CC=CC=C1)=O)C1=CC(=CC=C1)Br 2,4-dibenzyl-6-(3-bromophenyl)-1,2,4-triazine-3,5(2H,4H)-dione